2-[2-(2-methoxyethoxy)ethoxy]acetyl-L-lysine COCCOCCOCC(=O)N[C@@H](CCCCN)C(=O)O